7-fluoro-1-methyl-3,4-dihydroisoquinoline FC1=CC=C2CCN=C(C2=C1)C